FC=1C=C2C=NN(C2=C(C1O)F)C1=CC=C(C=C1)N1CCC(CC1)C#N 1-(4-(5,7-difluoro-6-hydroxy-1H-indazol-1-yl)phenyl)piperidine-4-carbonitrile